2-Amino-7-fluoro-4-(5-fluoro-3-((2S,3S)-3-(3-fluoro-2,2-dimethylpropyl)-2-methylpyrrolidin-1-yl)-7,9-dihydrofuro[3,4-f]quinazolin-6-yl)thieno[3,2-c]pyridine-3-carbonitrile NC1=C(C=2C(=NC=C(C2S1)F)C=1C2=C(C=3C=NC(=NC3C1F)N1[C@H]([C@H](CC1)CC(CF)(C)C)C)COC2)C#N